nitrochlorothiophenol [N+](=O)([O-])C=1C(=C(C=CC1)S)Cl